The molecule is a dicarboxylic acid anion arising from deprotonation of both carboxylic acid functions of (6R)-5,10-methenyltetrahydrofolic acid. It has a role as a human metabolite and a Saccharomyces cerevisiae metabolite. It is a dicarboxylic acid anion and a tetrahydrofolate. It is a conjugate base of a (6R)-5,10-methenyltetrahydrofolic acid. C1[C@@H]2CN(C=[N+]2C3=C(N1)N=C(NC3=O)N)C4=CC=C(C=C4)C(=O)N[C@@H](CCC(=O)[O-])C(=O)[O-]